Ethyl 2-(6-bromo-4-fluoro-2H-indazol-2-yl)-2-(3-thioxo-2,5,6,7-tetrahydro-3H-pyrrolo[1,2-c]imidazol-1-yl)acetate BrC=1C=C(C2=CN(N=C2C1)C(C(=O)OCC)C1=C2N(C(N1)=S)CCC2)F